C1(CCC1)C(=O)ON1C[C@@H](CC1)OC1=CC(=CC=C1)C(F)(F)F.[Li] lithium 1-[(3R)-3-[3-(trifluoromethyl) phenoxy] pyrrolidin-1-yl] cyclobutane-1-carboxylate